ClC1=CC=C(C=C1)C(=C(C(=O)C1SCCCS1)C1=CC(=C(C(=C1)OC)OC)OC)C1=CC=C(C=C1)Cl 3,3-Bis(4-chlorophenyl)-1-(1,3-dithian-2-yl)-2-(3,4,5-trimethoxyphenyl)prop-2-en-1-one